2-acetyl-propane-1,2,3-tricarboxylic acid 1,3-dibutyl 2-(2-ethylhexyl) ester C(C)C(COC(=O)C(CC(=O)OCCCC)(CC(=O)OCCCC)C(C)=O)CCCC